ClC1=C(N=C(NC1=O)C1=C(N=CS1)Cl)N1C(COCC1)C 5-chloro-2-(4-chlorothiazol-5-yl)-4-[3-methylmorpholin-4-yl]-1H-pyrimidin-6-one